7-((2-(2,6-dioxopiperidine-3-yl)-1,3-dioxoisoindoline-4-yl)thio)heptanoic acid O=C1NC(CCC1N1C(C2=CC=CC(=C2C1=O)SCCCCCCC(=O)O)=O)=O